C(C1=CC=CC=C1)OC(=O)N1C[C@@H]([C@H](C1)OC([2H])([2H])[2H])N=[N+]=[N-] (3S,4S)-3-azido-4-(methoxy-d3)pyrrolidine-1-carboxylic acid benzyl ester